(R)-1-((2,2-difluorobenzo[d][1,3]dioxol-4-yl)methyl)-2-(difluoromethyl)-N-(1-(5-(ethylsulfonyl)pyridin-2-yl)-2-hydroxyethyl)-1H-benzo[d]imidazole-5-carboxamide FC1(OC2=C(O1)C=CC=C2CN2C(=NC1=C2C=CC(=C1)C(=O)N[C@@H](CO)C1=NC=C(C=C1)S(=O)(=O)CC)C(F)F)F